1-(1-benzhydryl-azetidin-3-yl)-N-cyclopropyl-1H-pyrazole-3-carboxamide C(C1=CC=CC=C1)(C1=CC=CC=C1)N1CC(C1)N1N=C(C=C1)C(=O)NC1CC1